CN(C)C1=NC=NC2=C1N=CN2C3C(C(C(O3)CO)O)O N6,N6-dimethyl-adenosine